4-((1R,2R)- and (1S,2S)-2-(1H-pyrazol-3-yl)cyclopropyl)-1-methyl-1H-pyrazole N1N=C(C=C1)[C@H]1[C@@H](C1)C=1C=NN(C1)C |r|